COC1=CC=2CC[C@H]3[C@@H]4CCC([C@@]4(C)CC[C@@H]3C2C=C1CN1CCN(CC1)C(=O)OC(C)(C)C)=O tert-Butyl 4-{[3-methoxy-17-oxoestra-1,3,5(10)-trien-2-yl]methyl}piperazine-1-carboxylate